4-chloro-2-(trifluoromethyl)aniline ClC1=CC(=C(N)C=C1)C(F)(F)F